FC(OC1=CC(=NN1)NC1=NC(=CN=C1)O[C@H]1C[C@H](NCCC1)C)F N-(5-(difluoromethoxy)-1H-pyrazol-3-yl)-6-(((2R,4R)-2-methylazepan-4-yl)oxy)pyrazin-2-amine